6-((5-acetyl-1H-benzo[d]imidazol-2-yl)amino)-3-(2-methoxyethyl)-1-(2-(piperidin-1-yl)ethyl)quinazoline-2,4(1H,3H)-dione C(C)(=O)C1=CC2=C(NC(=N2)NC=2C=C3C(N(C(N(C3=CC2)CCN2CCCCC2)=O)CCOC)=O)C=C1